FC1=C(O[C@@H]2C[C@H](C2)NC(CCC(=O)O)=O)C(=CC=C1F)C=1N=C(SC1)N1CCOCC1 4-(((trans)-3-(2,3-difluoro-6-(2-morpholinothiazol-4-yl)phenoxy)cyclobutyl)amino)-4-oxobutanoic acid